OCC1=CN=C(S1)NC1=CC=C(C=C1)S(N)(=O)=O 5-(hydroxymethyl)-2-((4-sulfamoylphenyl)amino)thiazol